3-{3-methyl-2-oxo-5-[4-(piperidin-4-yl)piperazin-1-yl]-1,3-benzodiazol-1-yl}piperidine-2,6-dione hydrochloride Cl.CN1C(N(C2=C1C=C(C=C2)N2CCN(CC2)C2CCNCC2)C2C(NC(CC2)=O)=O)=O